N1=CCCC1C(=O)[O-] 1-pyrroline-5-carboxylate